Tert-butyl (1-(4-bromo-3,5-dihydroxyphenyl)piperidin-4-yl)carbamate BrC1=C(C=C(C=C1O)N1CCC(CC1)NC(OC(C)(C)C)=O)O